1-(3-Hydroxy-2-(5-(4-(hydroxymethyl)-phenyl)-1H-imidazol-2-yl)piperidin-1-yl)-2-(methylsulfanyl)propan-1-one OC1C(N(CCC1)C(C(C)SC)=O)C=1NC(=CN1)C1=CC=C(C=C1)CO